2-(1-ethyl-4-fluoropiperidin-4-yl)-6-(8-fluoro-2-methylimidazo[1,2-a]pyridin-6-yl)-8-methylpyrido[3,2-d]pyrimidin-4(3H)-one C(C)N1CCC(CC1)(F)C=1NC(C2=C(N1)C(=CC(=N2)C=2C=C(C=1N(C2)C=C(N1)C)F)C)=O